tert-Butyl ((4-(1-bromoethyl)phenyl)sulfonyl)(methyl)carbamate BrC(C)C1=CC=C(C=C1)S(=O)(=O)N(C(OC(C)(C)C)=O)C